FC1=CC=C(C=C1)N1C(C(=C(C(=C1)C)C)C(=O)O)=O 1-(4-fluorophenyl)-4,5-dimethyl-2-oxo-1,2-dihydropyridine-3-carboxylic acid